(+)-para-bromoaniline BrC1=CC=C(N)C=C1